cyclohexane-1,2-diamine diacetate C(C)(=O)O.C(C)(=O)O.C1(C(CCCC1)N)N